N1C=NC2=C1C=CC(=C2)\C=C\2/N=C(NC2=O)N[C@@H]2COCC[C@H]2O (4Z)-4-(1H-benzimidazol-5-ylmethylene)-2-[[(3R,4R)-4-hydroxytetrahydropyran-3-yl]amino]-1H-imidazol-5-one